1,1-dimethoxy-3-methyl-2-butene COC(C=C(C)C)OC